C(C1=CC=CC=C1)N1CC(CCC1)C1=C(C=NC=2N1N=CC2Br)C 7-(1-Benzylpiperidin-3-yl)-3-bromo-6-methylpyrazolo[1,5-a]pyrimidine